ethylenedi-oxybis(ethyl-amine) C(ONCC)CONCC